[Br-].C(CCCCCCCCCCCCC)OCC(C[N+](CCO)(C)C)OCCCCCCCCCCCCCC N-(1,2-dimyristoxypropan-3-yl)-N,N-dimethyl-N-hydroxyethylammonium bromide